ClC1=NC(=C(C(=N1)Cl)C)C 2,4-dichloro-5,6-dimethylpyrimidine